C([C@H](O)[C@@H](O)[C@H](O)[C@H](O)[C@H](O)CO)O D-glycero-D-glucoheptitol